C(#N)C=1C(=NC(=CC1C(F)(F)F)C)N1[C@@H](CCC1)C(=O)N(C=1C=CC=2OCCN(C2N1)C)C (S)-1-(3-cyano-6-methyl-4-(trifluoromethyl)pyridin-2-yl)-N-methyl-N-(4-methyl-3,4-dihydro-2H-pyrido[3,2-b][1,4]oxazin-6-yl)pyrrolidine-2-carboxamide